1,3-bis{1,5-bis(methoxycarbonyl)-3-(pyridin-2-ylmethyl)-9-oxo-2,4-bis(pyridin-2-yl)-3,7-diazabicyclo[3.3.1]nonan-7-yl}propane COC(=O)C12C(N(C(C(CN(C1)CCCN1CC3(C(N(C(C(C1)(C3=O)C(=O)OC)C3=NC=CC=C3)CC3=NC=CC=C3)C3=NC=CC=C3)C(=O)OC)(C2=O)C(=O)OC)C2=NC=CC=C2)CC2=NC=CC=C2)C2=NC=CC=C2